N1=C(C=CC=C1)[C@H](C)NC(=O)C=1SC2=C(C1)C=CC=C2OC2=CC=C(C=C2)C(F)(F)F (S)-N-(1-(pyridin-2-yl)ethyl)-7-(4-(trifluoromethyl)phenoxy)benzothiophene-2-carboxamide